NC1=C2C(=NC=N1)N(N=C2C2=CC=C(C=C2)OC2=C(C(=CC=C2)OC)F)[C@@H]2C[C@H](CC2)O Trans-3-(4-amino-3-(4-(2-fluoro-3-methoxyphenoxy)phenyl)-1H-pyrazolo[3,4-d]pyrimidin-1-yl)cyclopentane-1-ol